methyl 2-(5-bromo-2-(isobutyryloxy)benzylideneamino)-3-meth-ylbutanoate BrC=1C=CC(=C(C=NC(C(=O)OC)C(C)C)C1)OC(C(C)C)=O